3-(((6-(isoindolin-2-ylmethyl)-4-oxo-4H-pyran-3-yl)oxy)methyl)-N,N-dimethylpyrrolidine-1-carboxamide C1N(CC2=CC=CC=C12)CC1=CC(C(=CO1)OCC1CN(CC1)C(=O)N(C)C)=O